S[SiH3] Sulfanyl-silane